O=C1NC(CCC1N1CC2=CC=C(C=C2C1=O)NCCCCCC(=O)O)=O 6-((2-(2,6-dioxopiperidin-3-yl)-3-oxoisoindolin-5-yl)amino)hexanoic acid